(S)-(6,7-dichloro-5-((2-methoxyethoxy)methyl)-1-methyl-1,3,4,5-tetrahydro-2H-pyrido[4,3-b]indol-2-yl)(5-methoxypyrimidin-2-yl)methanone ClC1=C(C=CC=2C3=C(N(C12)COCCOC)CCN([C@H]3C)C(=O)C3=NC=C(C=N3)OC)Cl